1-(8-fluoro-7-(7-fluoro-3-(methoxymethoxy)-8-((triisopropylsilyl)ethynyl)naphthalen-1-yl)-5-methyl-2-(methylthio)pyrido[4,3-d]pyrimidin-4-yl)-3-methylazetidin-3-ol FC1=C(N=C(C2=C1N=C(N=C2N2CC(C2)(O)C)SC)C)C2=CC(=CC1=CC=C(C(=C21)C#C[Si](C(C)C)(C(C)C)C(C)C)F)OCOC